CC1=NC=CC(=C1)C1=C(C=C(C=C1)N)C=1N=NN(N1)C(C1=CC=CC=C1)(C1=CC=CC=C1)C1=CC=CC=C1 4-(2-methylpyridin-4-yl)-3-(2-trityl-2H-tetrazol-5-yl)phenylamine